BrC1=CC=C(C=C1)[C@H](C)NC([O-])=O [(S)-1-(4-bromophenyl)ethyl]carbamate